CN1N=NC2=C1C=CC(=C2C)CCC(=O)[O-] 3-(1,4-dimethyl-1H-benzotriazole-5-yl)propanoate